[K].O=C1CCCCC1 2-oxocyclohexane potassium